4-(6-(2,8-diazaspiro[4.5]decan-8-yl)pyridin-3-yl)-6-ethoxy-1H-pyrazolo[3',4':3,4]pyrazolo[1,5-a]pyridine hydrochloride Cl.C1NCCC12CCN(CC2)C2=CC=C(C=N2)C=2C=1N(C=C(C2)OCC)N=C2C1C=NN2